BrC1=CC(=C(C=C1)C(C(F)(F)C1=NC(=CC=C1Br)OC)=O)OCOC 1-(4-bromo-2-(methoxymethoxy)phenyl)-2-(3-bromo-6-methoxypyridin-2-yl)-2,2-difluoroethanone